C(C)(C)(C)[S@@](=O)N[C@@H]1C2=CC(=CC=C2CC12CCNCC2)CCC(=O)NC 3-((S)-1-(((R)-tert-butylsulfinyl)amino)-1,3-dihydrospiro[inden-2,4'-piperidin]-6-yl)-N-methylpropionamide